(E)-2-(1-(methylthio)prop-1-en-2-yl)-2-(1-(p-bromophenyl)vinyl)malononitrile CS\C=C(/C)\C(C#N)(C#N)C(=C)C1=CC=C(C=C1)Br